O=C1C(N=C2C=CC=CC2=C1)C(=O)O Oxoquinolic acid